6-methyl-9-methacryloyloxy-10-methoxycarbonyloxy-1,4-dihydro-1,4-methanoanthracene CC=1C=C2C(=C3C4C=CC(C3=C(C2=CC1)OC(C(=C)C)=O)C4)OC(=O)OC